Propyl-aminopropan-3-ol C(CC)C(CCO)N